C(C(C)C)NCC1=C2C(=NC(=C1)C(=O)NC1=CC(=CC=C1)C1(CC(C1)C)C1=NN=CN1C)C(CC2)(C)C 4-((isobutylamino)methyl)-7,7-dimethyl-N-(3-((1s,3s)-3-methyl-1-(4-methyl-4H-1,2,4-triazol-3-yl)cyclobutyl)phenyl)-6,7-dihydro-5H-cyclopenta[b]pyridine-2-carboxamide